O=C1NC(CCC1C=1C=C(C(=NC1)F)CN(C1CCN(CC1)C1=CC(=C(C=C1)NC1=NC=C(C(=C1)NC1=C(C(=O)NC)C=CC=C1)C(F)(F)F)OC)C)=O 2-((2-((4-(4-(((5-(2,6-dioxopiperidin-3-yl)-2-fluoropyridin-3-yl)methyl)(methyl)amino)piperidin-1-yl)-2-methoxyphenyl)amino)-5-(trifluoromethyl)pyridin-4-yl)amino)-N-methylbenzamide